C(C)N(CCOC1=CC=CC=C1)CC1=CC=C(COC2=C3CN(C(C3=CC=C2)=O)C2C(NC(CC2)=O)=O)C=C1 3-[4-(4-{[Ethyl-(2-phenoxy-ethyl)-amino]-methyl}-benzyloxy)-1-oxo-1,3-dihydro-isoindol-2-yl]-piperidine-2,6-dione